ClC1=C(C#N)C=C(C(=N1)C1=CN=C2N1N=C(C(=C2)OC)C(C)(C)O)F 2-chloro-5-fluoro-6-(6-(2-hydroxypropan-2-yl)-7-methoxyimidazo[1,2-b]pyridazin-3-yl)nicotinonitrile